5-bromo-3-methoxypyrazin-2-ol BrC=1N=C(C(=NC1)O)OC